(E)-2-amino-5-(3-((4-fluorophenylethyl)amino)-3-oxoprop-1-en-1-yl)-4'-sulfamoyl-[1,1'-biphenyl]-3-carboxamide NC1=C(C=C(C=C1C(=O)N)\C=C\C(=O)NCCC1=CC=C(C=C1)F)C1=CC=C(C=C1)S(N)(=O)=O